C1(=CC=CC=C1)P(CC(=O)O)C1=CC=CC=C1 alpha-(diphenyl-phosphino)acetic acid